cis-1-methyl-2-(1-methyl-vinyl)-cyclobutaneethanol C[C@]1([C@@H](CC1)C(=C)C)CCO